FC(CCCCCCCCC)(F)F trifluoro-decane